2-((6-(6-((4-cyano-2-methoxybenzyl)oxy)pyridin-2-yl)-3-azabicyclo[4.1.0]heptan-3-yl)methyl)-4-fluoro-N-(methylsulfonyl)-1-(((S)-oxetan-2-yl)methyl)-1H-benzo[d]imidazole-6-carboxamide C(#N)C1=CC(=C(COC2=CC=CC(=N2)C23CCN(CC3C2)CC2=NC3=C(N2C[C@H]2OCC2)C=C(C=C3F)C(=O)NS(=O)(=O)C)C=C1)OC